COCC1=NC=CC=C1B(O)O (2-(methoxymethyl)pyridin-3-yl)boronic acid